ClC=1C=C(C(=O)OC)C=C(C1)C(C)(C)O methyl 3-chloro-5-(2-hydroxypropan-2-yl)benzoate